C(N)(OC(CN1C(=NC2=C1C=C(C=C2F)Br)C)C)=O [1-(6-bromo-4-fluoro-2-methyl-1H-benzoimidazol-1-yl) propan-2-yl] carbamate